tert-butyl (2R,5R)-4-(6-chloro-1-methyl-2-oxo-1,2-dihydropyrido[3,2-d]pyrimidin-4-yl)-5-(methoxymethyl)-2-methylpiperazine-1-carboxylate ClC=1C=CC=2N(C(N=C(C2N1)N1C[C@H](N(C[C@@H]1COC)C(=O)OC(C)(C)C)C)=O)C